Methyl 2-(((benzyloxy)carbonyl)(methyl)amino)-4,4-difluorobicyclo[3.1.0]hexane-1-carboxylate C(C1=CC=CC=C1)OC(=O)N(C1C2(CC2C(C1)(F)F)C(=O)OC)C